C(C)(C)(C)OC(=O)N1[C@@H]2[C@@H]([C@@H](C[C@H]1CC2)NC)F (1S,2R,3R,5R)-2-fluoro-3-(methylamino)-8-azabicyclo[3.2.1]octane-8-carboxylic acid tert-butyl ester